[Sn].C(C)(=O)CC(C)=O.C(C)(=O)CC(C)=O bis(acetylacetone) tin